FC1=CC=C(C=C1)C1=CC=C2C=C(NC2=C1)C(=O)NC[C@H](CCC(C)N)N (2S)-1-(6-(4-fluorophenyl)-1H-indole-2-carboxamido)hexane-2,5-diamine